7-chloro-6-(2,6-difluorophenyl)-8-iodo-1-pyridazin-3-yl-4H-[1,2,4]triazolo[4,3-a][1,4]benzodiazepine ClC1=C(C=CC2=C1C(=NCC=1N2C(=NN1)C=1N=NC=CC1)C1=C(C=CC=C1F)F)I